tert-Butyl 4-[(5-bromo-2,2,3,3-tetradeuterio-1,4-benzodioxin-6-yl)oxy]piperidine-1-carboxylate BrC1=C(C=CC=2OC(C(OC21)([2H])[2H])([2H])[2H])OC2CCN(CC2)C(=O)OC(C)(C)C